F[C@@H]1[C@H]2CCC[C@@H](C[C@@H]1OC1=CC=C(N=N1)C1=C(C=C(C=C1)C1=CC(N(C=C1)C)=O)O)N2 4-(4-(6-(((1r,2r,3s,5s)-2-fluoro-9-azabicyclo[3.3.1]non-3-yl)oxy)pyridazin-3-yl)-3-hydroxyphenyl)-1-methylpyridin-2(1H)-one